Cl.FC1(CCC(CC1)CN)F 1-(4,4-difluorocyclohexyl)methanamine hydrochloride